benzyl (1s,3s)-3-hydroxycyclobutanecarboxylate OC1CC(C1)C(=O)OCC1=CC=CC=C1